5-(3-amino-4-fluorophenyl)-2-(2-fluoro-6-(pyrrolidin-1-yl)pyridin-3-yl)-6,7-dihydrothiazolo(5,4-c)pyridin-4(5H)-one NC=1C=C(C=CC1F)N1C(C2=C(CC1)N=C(S2)C=2C(=NC(=CC2)N2CCCC2)F)=O